N-methoxy-N-methyl-1-(2-pyridinyl)cyclopropanecarboxamide CON(C(=O)C1(CC1)C1=NC=CC=C1)C